2-(4-ethoxybenzyl)-2-(dimethylamino)-1-(4-morpholinylphenyl)butan-1-one C(C)OC1=CC=C(CC(C(=O)C2=CC=C(C=C2)N2CCOCC2)(CC)N(C)C)C=C1